O[C@@H]1[C@H](COC1)NC(=O)C1=CC2=C(N3C(S2)=NC(=C3)C3=CC=C(C=C3)C(NC)=O)C=C1 N-((3S,4R)-4-hydroxytetrahydrofuran-3-yl)-2-(4-(methylcarbamoyl)phenyl)benzo[d]imidazo[2,1-b]thiazole-7-carboxamide